(2,2-dimethyl-1,3-dihydro-naphthyridin-6-yl)-(4-phenylazo-1-naphthyl)diazene CC1(NC2=NC=C(C=C2CC1)N=NC1=CC=C(C2=CC=CC=C12)N=NC1=CC=CC=C1)C